8-(3,4-dimethoxyphenyl)-1,4-dioxospiro[4.5]decan-7-one COC=1C=C(C=CC1OC)C1C(CC2(C(CCC2=O)=O)CC1)=O